C(C)(C)(C)OC(=O)NCCCN1N(C2=CC=CC=C2C1)C 2-(3-((tert-butoxycarbonyl)amino)propyl)-1-methyl-2H-indazol